ClC1=C(C2=C(SC3=C2N=CN=C3NC3(CC3)C)N=C1C)C 8-chloro-7,9-dimethyl-N-(1-methylcyclopropyl)pyrido[3',2':4,5]thieno[3,2-d]pyrimidin-4-amine